C(C)N1N=CC(=C1)C1=CC=CC(=N1)C(=O)NC=1C(=NC=C(C1)N1CC(CC1)(C)O)C(F)(F)F 6-(1-ethyl-1H-pyrazol-4-yl)-N-(5-(3-hydroxy-3-methylpyrrolidin-1-yl)-2-(trifluoromethyl)pyridin-3-yl)picolinamide